1-[2-(3-chlorophenyl)eth-yl]-3-{[4-(3-methanesulfonylpropanesulfonyl)phenoxy]methyl}-4-methylpyrrolidine ClC=1C=C(C=CC1)CCN1CC(C(C1)C)COC1=CC=C(C=C1)S(=O)(=O)CCCS(=O)(=O)C